C(C)(C)(C)OC(N(CC1=NC=C(C(=C1C)OC)C)C1=CC(=CC(=C1)C#C[Si](C(C)C)(C(C)C)C(C)C)Cl)=O (3-chloro-5-((triisopropylsilyl)ethynyl)phenyl)((4-methoxy-3,5-dimethylpyridin-2-yl)methyl)-carbamic acid tert-butyl ester